1-(2,2-diphenyltetrahydro-3-furanyl)-N,N-dimethylmethylamine C1(=CC=CC=C1)C1(OCCC1CN(C)C)C1=CC=CC=C1